COC(C(C)[C@H]1O[C@@]([C@@H]([C@@H]1O)O)(C#N)C1=CC=C2C(=NC=NN21)N)=O ((2R,3S,4R,5R)-5-(4-Aminopyrrolo[2,1-f][1,2,4]triazin-7-yl)-5-cyano-3,4-dihydroxytetrahydrofuran-2-yl)propionic acid methyl ester